CNCCC[Si](OC)(OC)C N-METHYLAMINOPROPYLMETHYL-DIMETHOXYSILANE